5-[[2-[(2S,5R)-2-[2-[2-(dimethylamino)ethyl]-1,3-benzothiazol-5-yl]-5-methyl-1-piperidyl]-2-oxo-acetyl]amino]pyridine-3-carboxamide CN(CCC=1SC2=C(N1)C=C(C=C2)[C@H]2N(C[C@@H](CC2)C)C(C(=O)NC=2C=C(C=NC2)C(=O)N)=O)C